ClC1=C(C=CC=C1CNCC)N1C=NC(=C1)C1=NC(=NC=C1C(F)(F)F)NC1CCN(CC1)S(=O)(=O)C 4-(1-(2-Chloro-3-((ethylamino)methyl)phenyl)-1H-imidazol-4-yl)-N-(1-(methylsulfonyl)piperidin-4-yl)-5-(trifluoromethyl)pyrimidin-2-amine